C(C=C)N(S(=O)(=O)F)S(=O)(=O)F allyl-(fluorosulfonyl)sulfamoyl fluoride